C1(CC1)C1=NC=NC(=C1C1=NC(=C2N=CN(C2=N1)C1OCCCC1)NCC1=CC=C(C=C1)C1=NC=C(C=C1)F)OC 2-(4-cyclopropyl-6-methoxypyrimidin-5-yl)-N-(4-(5-fluoropyridin-2-yl)benzyl)-9-(tetrahydro-2H-pyran-2-yl)-9H-purin-6-amine